(E)-3-(benzo[d]thiazol-2-yl)-4-(5-(4-chlorophenyl)-2-methyl-2H-1,2,3-triazol-4-yl)but-3-enoic acid S1C(=NC2=C1C=CC=C2)\C(\CC(=O)O)=C\C2=NN(N=C2C2=CC=C(C=C2)Cl)C